C(C=C)(=O)O.OCCCCCCCCN1C(CCCC1=O)=O N-hydroxyoctyl-glutarimide acrylate